BrC1=C(C=CC2=C1C(=N[C@H](CN2)C)C2=C(C=CC=C2F)F)Cl (3S)-6-bromo-7-chloro-5-(2,6-difluorophenyl)-3-methyl-1,3-dihydro-1,4-benzodiazepine